4,4'-bis[N-(1-naphthyl)-N-(2-naphthyl)amino]Biphenyl C1(=CC=CC2=CC=CC=C12)N(C1=CC2=CC=CC=C2C=C1)C1=CC=C(C=C1)C1=CC=C(C=C1)N(C1=CC=CC2=CC=CC=C12)C1=CC2=CC=CC=C2C=C1